1-[(tert-butoxy)carbonyl]-4-(2,3-dichloro-6-methoxyphenyl)piperidine-2-carboxylic acid C(C)(C)(C)OC(=O)N1C(CC(CC1)C1=C(C(=CC=C1OC)Cl)Cl)C(=O)O